C1(CC1)CS(=O)(=O)C1=CC=C(C=C1)C1=CC=C(C=C1)C(C)(C)NC(OC1CCN2CCC1CC2)=O 1-Azabicyclo[3.2.2]nonan-4-yl (2-(4'-((cyclopropylmethyl)sulfonyl)-[1,1'-biphenyl]-4-yl)propan-2-yl)carbamate